CC1(NC(CC(C1)NCCCCCCNC1CC(NC(C1)(C)C)(C)C)(C)C)C N,N'-Bis(2,2,6,6-tetramethyl-4-piperidyl)hexamethylenediamine